1-{4-[(2-phenylphenyl)sulfamoyl]phenyl}-3-(pyridin-3-ylmethyl)urea C1(=CC=CC=C1)C1=C(C=CC=C1)NS(=O)(=O)C1=CC=C(C=C1)NC(=O)NCC=1C=NC=CC1